COC1=NC=CC=N1 2-methoxypyrimidine